O1C(=CC=C1)OB(O)O furan-2-yl-boric acid